COC1=C2C=C(COC2=CC=C1)NC(OC(C)(C)C)=O tert-Butyl (5-methoxy-2H-chromen-3-yl)carbamate